1-nonanesulfonic acid sodium salt [Na+].C(CCCCCCCC)S(=O)(=O)[O-]